2-((1r,2s)-1-(2-chloro-5-fluorophenyl)-1-(1-(2-cyano-2-methylpropyl)-1H-pyrazol-4-yl)propan-2-yl)-5-hydroxy-N-(isoxazol-4-yl)-1-methyl-6-oxo-1,6-dihydropyrimidine-4-carboxamide ClC1=C(C=C(C=C1)F)[C@H]([C@H](C)C=1N(C(C(=C(N1)C(=O)NC=1C=NOC1)O)=O)C)C=1C=NN(C1)CC(C)(C)C#N